BrC=1C=C(C=CC1)C=1N=C2C(=CC=NC2=CC1)O 6-(3-bromophenyl)-1,5-naphthyridin-4-ol